N-[2-amino-5-(4-fluorophenyl)phenyl]-5-(methylsulfonimidoyl)thiazole-2-carboxamide NC1=C(C=C(C=C1)C1=CC=C(C=C1)F)NC(=O)C=1SC(=CN1)S(=O)(=N)C